N-methyl-3,5-dichlorobenzylamine CNCC1=CC(=CC(=C1)Cl)Cl